4-(difluoromethoxy)-3-fluoro-6-(2-fluoropyridin-4-yl)-2-(prop-1-en-2-yl)aniline FC(OC1=C(C(=C(N)C(=C1)C1=CC(=NC=C1)F)C(=C)C)F)F